1-(4-{7-[2-(4-Chloro-phenyl)-1,1-dimethyl-ethylamino]-2-isopropyl-3-methyl-2H-pyrazolo[4,3-d]pyrimidin-5-yl}-piperazin-1-yl)-ethanon ClC1=CC=C(C=C1)CC(C)(C)NC=1C=2C(N=C(N1)N1CCN(CC1)C(C)=O)=C(N(N2)C(C)C)C